COCOC1=C(N(C2=CC=CC=C12)C1=CC(=NC=C1)C)C1CCOCC1 (methoxymethyloxy)-1-(2-methylpyridin-4-yl)-2-(tetrahydro-2H-pyran-4-yl)-1H-indole